NC=1SC2=C(N1)C=CC(=C2)C(=O)O 2-aminobenzo[d]thiazole-6-carboxylic acid